4-[[(3R,4R)-1-(2-cyanoacetyl)-4-methyl-3-piperidinyl]-methyl-amino]Azole C(#N)CC(=O)N1C[C@@H]([C@@H](CC1)C)N(C=1C=CNC1)C